1,4-diallyloxy-6-amino-1,3,5-triazine C(C=C)ON1CN=C(N=C1N)OCC=C